ClC1=CC=C(C=C1)CC(=O)N1CC2(C1)CN(C2)CC=2N=CSC2 2-(4-chlorophenyl)-1-(6-(thiazol-4-ylmethyl)-2,6-diazaspiro[3.3]heptan-2-yl)ethanone